CC=1C(=NC=CC1)NC1=CN=C(S1)C1=NC=C(C=C1)OC1CCOCC1 N-(3-methylpyridin-2-yl)-2-(5-(tetrahydro-2H-pyran-4-yloxy)pyridin-2-yl)thiazol-5-amine